1-cyclohexyl-4-(4,4,5,5-tetramethyl-1,3,2-dioxaborolan-2-yl)-1H-pyrazole C1(CCCCC1)N1N=CC(=C1)B1OC(C(O1)(C)C)(C)C